N1(CCOCC1)SSN1CCOCC1 4,4'-dithio-bismorpholin